(1r,5s)-3-methylene-8-azabicyclo[3.2.1]octane-8-carboxylic acid tert-butyl ester C(C)(C)(C)OC(=O)N1[C@H]2CC(C[C@@H]1CC2)=C